diazadibenzoazulenofluorene N1=NC=CC=2C3=CC=C4C(=C3CC12)C=C1C=C2C(=C3C(=C14)C=CC=C3)C=CC=C2